[Sb]=S antimony sulfide